(2-(2-(5-(carboxymethyl)-2-fluorophenoxy)ethoxy)ethylamino)-2-((2,6-dioxopiperidin-3-ylamino)methyl)benzoic acid C(=O)(O)CC=1C=CC(=C(OCCOCCNC=2C(=C(C(=O)O)C=CC2)CNC2C(NC(CC2)=O)=O)C1)F